5-(3,4-diethoxyphenyl)-N-(4-methoxy-1H-benzo[d]imidazol-2-yl)-1,3,4-oxadiazol C(C)OC=1C=C(C=CC1OCC)C1=NN(CO1)C1=NC2=C(N1)C=CC=C2OC